(5-fluoro-1H-indol-2-yl)-methanol FC=1C=C2C=C(NC2=CC1)CO